CC1=C(C(=C(C(=C1CC=1C(=C(C(=CC1)C(C)(C)C)O)C(C)(C)C)C)CC=1C(=C(C(=CC1)C(C)(C)C)O)C(C)(C)C)C)CC=1C(=C(C(=CC1)C(C)(C)C)O)C(C)(C)C [(2,4,6-trimethyl-1,3,5-benzenetriyl)tris(methylene)]tris[2,6-bis(1,1-dimethylethyl)-phenol]